F[P-](F)(F)(F)(F)F.CN(C)C([NH+]1N=[N+](C2=NC=CC=C21)[O-])N(C)C 1-[Bis(dimethylamino)methyl]-1H-1,2,3-triazolo[4,5-b]pyridinium 3-Oxide Hexafluorophosphate